FC=1C=C(CNC=2N=CC=C3C2OC(=C3)CO)C=CC1F (7-((3,4-difluorobenzyl)amino)furo[2,3-c]pyridin-2-yl)methanol